ClC=1C=C2C(=NC(=NC2=C(C1C=1C(=CC=C2C=NN(C12)C)C)F)OCCN1CC(C1)(F)F)N1C[C@H](N(C[C@@H]1C)C(C=C)=O)C 1-((2R,5S)-4-((S)-6-chloro-2-(2-(3,3-difluoroazetidin-1-yl)ethoxy)-7-(1,6-dimethyl-1H-indazol-7-yl)-8-fluoroquinazolin-4-yl)-2,5-dimethylpiperazin-1-yl)prop-2-en-1-one